[TeH2].[K] potassium tellurohydride